methyl-1H-pyrrole-2-sulfonamide CN1C(=CC=C1)S(=O)(=O)N